5-Ethyl-N-(7-ethylbenzo[d]isoxazol-3-yl)-2-methoxybenzenesulfonamide C(C)C=1C=CC(=C(C1)S(=O)(=O)NC1=NOC2=C1C=CC=C2CC)OC